6-isopropyl-2-(1,4-dioxaspiro[4.5]decan-8-yl)-4H-pyrrolo[3,2-d]thiazole-4-carboxylic acid tert-butyl ester C(C)(C)(C)OC(=O)N1C=C(C=2N=C(SC21)C2CCC1(OCCO1)CC2)C(C)C